3'-iodo-L-thyronine IC=1C=C(OC2=CC=C(C[C@H](N)C(=O)O)C=C2)C=CC1O